S1C=NC2=C1C=C(C=C2)NC2=NC=NC1=CC(=CC(=C21)OC2CCOCC2)C=2C=NN(C2)CC(C(F)(F)F)O 3-(4-(4-(benzo[d]thiazol-6-ylamino)-5-((tetrahydro-2H-pyran-4-yl)oxy)quinazolin-7-yl)-1H-pyrazol-1-yl)-1,1,1-trifluoropropan-2-ol